(S)-7-amino-7-(methyl-4-(2-methylquinolin-6-yl)-1H-imidazol-2-yl)-1-(oxazol-2-yl)heptan-1-one N[C@@H](CCCCCC(=O)C=1OC=CN1)C=1N(C=C(N1)C=1C=C2C=CC(=NC2=CC1)C)C